6-(1H-imidazol-1-yl)-N-(4-(pyrrolidin-1-ylmethyl)-pyridin-2-yl)benzo[d]-thiazol-2-amine N1(C=NC=C1)C1=CC2=C(N=C(S2)NC2=NC=CC(=C2)CN2CCCC2)C=C1